FC1(C2CC(CC(C1)N2C(=O)OC(C)(C)C)N(C)C=2N=NC(=CC2)I)F tert-butyl 6,6-difluoro-3-[(6-iodopyridazin-3-yl) (methyl) amino]-8-azabicyclo[3.2.1]octane-8-carboxylate